C1(=CC=CC=C1)CCCCNC(=O)N1C=NC2=C1C=CC=C2 N-(4-Phenylbutyl)-1H-benzo[d]imidazole-1-carboxamide